C(C1=CC=CC=C1)OC[C@H]([C@@H]([C@@H](C(=O)OC)O)O)N=C(C1=CC=CC=C1)C1=CC=CC=C1 methyl (2S,3S,4R)-5-(benzyloxy)-4-((diphenylmethylene) amino)-2,3-dihydroxypentanoate